F[C@@H]1CN(CC1)CCC (R)-1-((S)-3-fluoropyrrolidin-1-yl)propane